ClC=1C=C2C(=CC1)NC(C21CCN(CC1)CCOC1=CC=2C(=C(N=NC2)C2CC(C2)(C)O)N=C1)=O 5-chloro-1'-[2-({8-[(trans)-3-hydroxy-3-methylcyclobutyl]pyrido[2,3-d]pyridazin-3-yl}oxy)ethyl]-1,2-dihydrospiro[indole-3,4'-piperidin]-2-one